C(CCCCCCCCCCCCCC(=O)OC)(=O)OC dimethyl 1,15-pentadecanedioate